C(C)(C)(C)N1N=NN=C1C(N1C[C@@H](N(C[C@H]1C)C(=O)OC(C)(C)C)C)C1=CC=C(C=C1)F tert-butyl (2s,5r)-4-((1-(tert-butyl)-1H-tetrazol-5-yl) (4-fluorophenyl) methyl)-2,5-dimethylpiperazine-1-carboxylate